Tert-butyl 4-(5'-chloro-3',4'-difluoro-2'-formyl-[1,1'-biphenyl]-4-yl)piperazine-1-carboxylate ClC=1C(=C(C(=C(C1)C1=CC=C(C=C1)N1CCN(CC1)C(=O)OC(C)(C)C)C=O)F)F